FC1=C(C(=O)N2CCN(CC2)CC=2C=C3CN(C(C3=CC2)=O)C2C(NC(CC2)=O)=O)C=C(C=C1)CC1=NNC(C2=CC=CC=C12)=O 3-(5-((4-(2-fluoro-5-((4-oxo-3,4-dihydrophthalazin-1-yl)methyl)benzoyl)piperazin-1-yl)methyl)-1-oxoisoindolin-2-yl)piperidine-2,6-dione